OC[C@H]1CNC[C@H](N1C)C=1C(=C2COC(C2=CC1)=O)C 5-((2R,6R)-6-(hydroxymethyl)-1-methylpiperazin-2-yl)-4-methylisobenzofuran-1(3H)-one